1-amino-1-(2-fluoro-4-((1-methylcyclopentyl)methoxy)phenyl)-2-methylpropan-2-ol NC(C(C)(O)C)C1=C(C=C(C=C1)OCC1(CCCC1)C)F